N[C@H]1C2N(CC1CC2)C(=O)C2=CC1=C(C(=C(O1)C=1N(C3=CC(=CC=C3C1)C1=CC=C3CNC(C3=C1)=O)CC1CC1)C)C(=C2)OC 6-(2-(6-((7R)-7-Amino-2-azabicyclo[2.2.1]-heptane-2-carbonyl)-4-methoxy-3-methylbenzofuran-2-yl)-1-(cyclopropylmethyl)-1H-indol-6-yl)isoindolin-1-one